3-(6,6-difluoro-3-azabicyclo[3.1.0]hex-3-yl)-6-(4-methoxyphenyl)-5-methyl-2-phenylpyrazolo[1,5-a]pyrimidin-7(4H)-one FC1(C2CN(CC12)C=1C(=NN2C1NC(=C(C2=O)C2=CC=C(C=C2)OC)C)C2=CC=CC=C2)F